CN(C(C=CCC=CC(=O)N)=O)C N,N-dimethyl-methylenebisacrylamide